CN(CCC(=O)N(C)C)C 3-Dimethylamino-N,N-Dimethylpropionamide